C1(CC1)C1=CC(=NN1)NC1=NC(=NC=C1)N(C1CCC(CC1)CC(=O)O)C 2-(4-((4-((5-cyclopropyl-1H-pyrazol-3-yl)amino)pyrimidin-2-yl)(methyl)amino)cyclohexyl)acetic acid